4-(2-fluoro-4-(4,4,5,5-tetramethyl-1,3,2-dioxaborolan-2-yl)phenyl)-1-(2-methoxy-2-methylpropyl)piperidine FC1=C(C=CC(=C1)B1OC(C(O1)(C)C)(C)C)C1CCN(CC1)CC(C)(C)OC